C1=CC=C2C(=C1)C(=O)C=C(N2)C(=O)O.O kynurenic acid hydrate